3-({3-[(2R)-2-(4-chlorophenyl)-2-fluoroethyl]-1,2,4-oxadiazol-5-yl}methyl)-1,6-dimethylpyrimidine-2,4-dione ClC1=CC=C(C=C1)[C@@H](CC1=NOC(=N1)CN1C(N(C(=CC1=O)C)C)=O)F